N6-[(2R)-2-amino-2-phenyl-ethyl]-N4-(1-cyclopropyl-1-methyl-ethyl)-1-methyl-pyrazolo[3,4-d]pyrimidine-4,6-diamine N[C@@H](CNC1=NC(=C2C(=N1)N(N=C2)C)NC(C)(C)C2CC2)C2=CC=CC=C2